rac-(1S*,2S*)-2-(4-chloropyridin-2-yl)-N-(6-(((6-cyclopropyl-8-(4-methylpiperazin-1-yl)imidazo[1,2-a]pyridin-2-yl)methyl)amino)pyrimidin-4-yl)cyclopropane-1-carboxamide ClC1=CC(=NC=C1)[C@@H]1[C@H](C1)C(=O)NC1=NC=NC(=C1)NCC=1N=C2N(C=C(C=C2N2CCN(CC2)C)C2CC2)C1 |r|